FC1=C2NS(C=3C(=C(C=C(C(OCCC4=CC=CC=C4C(C(=C1)F)=C2)=O)C3)C)OC)(=O)=O 20,22-difluoro-15-methoxy-14-methyl-17,17-dioxo-10-oxa-17λ6-thia-18-azatetracyclo[17.3.1.112,16.02,7]tetracosa-1(23),2,4,6,12,14,16(24),19,21-nonaen-11-one